ClC=1C(=NC(=NC1)NC1=C(C=C(C=C1)N1C[C@@H]2N(CC1)CCC2)OC(F)F)NC2=C(SC=C2)C(=O)N (R)-3-((5-chloro-2-((2-(difluoro-methoxy)-4-(hexahydropyrrolo-[1,2-a]pyrazin-2(1H)-yl)phenyl)-amino)pyrimidin-4-yl)amino)-thiophene-2-carboxamide